3-cyclopropoxy-1-((methylsulfonyl)methyl)-4-nitro-1H-pyrazole C1(CC1)OC1=NN(C=C1[N+](=O)[O-])CS(=O)(=O)C